Silicon-Gallium Oxygen pyrrolidine-1,3-dicarboxylate N1(CC(CC1)C(=O)[O-])C(=O)[O-].[O+2].[Ga+3].[Si+4]